C(C)(C)(C)OC(=O)N1CC2(CC2C(NC=2N=CC3=C(N=C(C=C3C2)Cl)Cl)=O)CC1 (±)-cis-1-(6,8-dichloro-2,7-naphthyridin-3-ylcarbamoyl)-5-azaspiro[2.4]Heptane-5-carboxylic acid tert-butyl ester